N-[3-[2-(difluoromethoxy)-5-methylsulfanyl-phenyl]-1-[[(2R)-1-methylpyrrolidin-2-yl]methyl]pyrazol-4-yl]pyrazolo[1,5-a]pyrimidine-3-carboxamide FC(OC1=C(C=C(C=C1)SC)C1=NN(C=C1NC(=O)C=1C=NN2C1N=CC=C2)C[C@@H]2N(CCC2)C)F